C(C1=CC=CC=C1)OC1=CC=C(C=C1)N1C(N(C(C=2C1=NC(=NC2)S(=O)(=O)C)=O)C2=CC=C(C=C2)OC)=O 1-(4-(benzyloxy)phenyl)-3-(4-methoxyphenyl)-7-(methylsulfonyl)pyrimido[4,5-d]pyrimidine-2,4(1H,3H)-dione